(R)-1-(4-(1-(4-fluorophenyl)-1H-indazol-5-yl)-3-methylpiperazin-1-yl)ethan-1-one FC1=CC=C(C=C1)N1N=CC2=CC(=CC=C12)N1[C@@H](CN(CC1)C(C)=O)C